N5-(4-(2-(2-methoxyethyl)-2H-tetrazol-5-yl)phenethyl)-2-(furan-2-yl)-[1,2,4]triazolo[1,5-a][1,3,5]triazine-5,7-diamine COCCN1N=C(N=N1)C1=CC=C(CCNC2=NC=3N(C(=N2)N)N=C(N3)C=3OC=CC3)C=C1